C(C)OC(C(CCC)C#N)=O 2-Cyanovaleric acid ethyl ester